2-OXOCYCLOHEXANECARBOXYLIC ACID O=C1C(CCCC1)C(=O)O